C1(CCCCC1)C(C(=O)OC)(C)C1CCCCC1 methyl 2,2-dicyclohexylpropionate